FC1=CC=C(C=C1)NC1=CC(=C(C=C1)N)OC(F)(F)F N4-(4-fluorophenyl)-2-(trifluoromethoxy)benzene-1,4-diamine